FC1(CCN(CC1)C)C1=NC2=CC=C(C=C2C(N1)=O)C=1C=C(C=2N(C1)C=C(N2)C)F 2-(4-Fluoro-1-methylpiperidin-4-yl)-6-(8-fluoro-2-methylimidazo[1,2-a]pyridin-6-yl)quinazolin-4(3H)-one